(3-Cyanopiperidin-1-yl)-6-(6-(trifluoromethyl)pyridin-2-yl)-N-(2-(trifluoromethyl)pyridin-4-yl)-1,3,5-triazin-2-amine C(#N)C1CN(CCC1)C1=NC(=NC(=N1)C1=NC(=CC=C1)C(F)(F)F)NC1=CC(=NC=C1)C(F)(F)F